Nitrosylazid N(=O)N=[N+]=[N-]